NC=1C=NC=C(C1N1CC(CC1)O)Cl 1-(3-amino-5-chloropyridin-4-yl)pyrrolidin-3-ol